OC1=C(C=CC(=C1)O)/C=C/C(=O)NCCCNC(\C=C\C1=C(C=CC=C1)C(F)(F)F)=O (E)-3-(2,4-dihydroxyphenyl)-N-[3-[(E)-3-(2-(trifluoromethyl)phenyl)acrylamido]propyl]acrylamide